(S)-4-((4-(1-(tert-Butyl)-1H-pyrazol-4-yl)pyridin-2-yl)((4-(4-methoxy-3-methylphenyl)bicyclo[2.2.2]octan-1-yl)methyl)carbamoyl)cyclohexyl trans-3-hydroxypyrrolidine-1-carboxylate O[C@@H]1CN(CC1)C(=O)OC1CCC(CC1)C(N(CC12CCC(CC1)(CC2)C2=CC(=C(C=C2)OC)C)C2=NC=CC(=C2)C=2C=NN(C2)C(C)(C)C)=O